ClC=1C=C(OCCC[C@H]2CC23CCN(CC3)C(=O)OC(C)(C)C)C=CC1C(N(C)C)=O |o1:8| (S or R)-tert-butyl 1-(3-(3-chloro-4-(dimethylcarbamoyl)phenoxy)propyl)-6-azaspiro[2.5]octane-6-carboxylate